2-{[2-(benzo[b]thiophen-3-yl)ethyl]amino}acetic acid S1C2=C(C(=C1)CCNCC(=O)O)C=CC=C2